FC(C=1C=C(C=C(C1)C(F)(F)F)[Mg]Br)(F)F (3,5-bis(trifluoromethyl)phenyl)magnesium bromide